(4-amino-4-methyl-cyclohexyl) 6-[5-(6-methyl-2-pyridyl)-1H-pyrazol-4-yl]quinoline-3-carboxylate CC1=CC=CC(=N1)C1=C(C=NN1)C=1C=C2C=C(C=NC2=CC1)C(=O)OC1CCC(CC1)(C)N